CC1(C(N(C(N1CC(=O)NCC=1C=NC=CC1)=O)C1=CC(=C(C=C1)C#N)C(F)(F)F)=O)C 2-(5,5-dimethyl-3-(4-cyano-3-(trifluoromethyl)phenyl)-2,4-dioxoimidazolin-1-yl)-N-(pyridin-3-ylmethyl)acetamide